C(C)C(N(CC(C)(C)C)NC1=NC(=NC=C1F)C1=CN(C2=NC=CC=C21)S(=O)(=O)C2=CC=C(C)C=C2)C(=O)O ethyl-N-((5-fluoro-2-(1-tosyl-1H-pyrrolo[2,3-b]pyridin-3-yl)pyrimidin-4-yl)amino)-N-neopentylglycine